S(=O)(=O)([O-])[O-].[Na+].C1(O)=CC=C(O)C=C1.[Na+] hydroquinone sodium sulfate